6-mercaptopyrazine-2-carboxylate SC1=CN=CC(=N1)C(=O)[O-]